6,7-Diethoxy-N-(3-fluoro-4-methylsulfonylphenyl)isoquinolin-1-amine C(C)OC=1C=C2C=CN=C(C2=CC1OCC)NC1=CC(=C(C=C1)S(=O)(=O)C)F